chloro-diisopropenyl-benzene ClC=1C(=C(C=CC1)C(=C)C)C(=C)C